N-(6-bromo-5-methylpyridin-2-yl)-4-(trifluoromethyl)pyridineamide BrC1=C(C=CC(=N1)NC(=O)C1=NC=CC(=C1)C(F)(F)F)C